2-{[2-({4-[5-(hexahydropyridin-4-yl)-1,2,4-oxadiazol-3-yl]phenyl}amino)-5-(trifluoromethyl)pyrimidin-4-yl]amino}-N-methylbenzamide N1CCC(CC1)C1=NC(=NO1)C1=CC=C(C=C1)NC1=NC=C(C(=N1)NC1=C(C(=O)NC)C=CC=C1)C(F)(F)F